C(C)(=O)C1=CN=C(C2=CN=C(C=C12)Cl)OC1CN(C1)C(C)=O 1-(3-((4-acetyl-6-chloro-2,7-naphthyridin-1-yl)oxy)azetidin-1-yl)ethan-1-one